BrC=1C=C(C(=NC1)C=1N=NC(=CC1)N1CC(NCC1)C(C)C)OCOC 3-[5-bromo-3-(methoxymethoxy)-2-pyridinyl]-6-(3-isopropylpiperazin-1-yl)pyridazine